1-(7-chloro-2'-(((2R,7aS)-2-fluorotetrahydro-1H-pyrrolizin-7a(5H)-yl)methoxy)-3,4,5',8'-tetrahydro-2H-spiro[naphthalene-1,7'-pyrano[4,3-d]pyrimidin]-4'-yl)azepan-4-ol ClC1=CC=C2CCCC3(CC=4N=C(N=C(C4CO3)N3CCC(CCC3)O)OC[C@]34CCCN4C[C@@H](C3)F)C2=C1